3-(carboxymethoxy)-4-chloro-5-[3-[(2,2-dimethyl-4-piperidyl)oxy]phenyl]thiophene-2-carboxylic acid C(=O)(O)COC1=C(SC(=C1Cl)C1=CC(=CC=C1)OC1CC(NCC1)(C)C)C(=O)O